Cl.N1(CCCCC1)C1=NC=2C(=CC=CC2C=2N1C=NN2)C(C)N 1-(5-(piperidin-1-yl)-[1,2,4]triazolo[4,3-c]quinazolin-7-yl)ethan-1-amine, hydrochloride